FC1=C(CN2C(=NC3=NC=C(C=C32)N3C=CC=2N=CN=C(C23)OC)OC)C=C(C=C1)F 1-(2,5-difluorobenzyl)-2-methoxy-6-(4-methoxy-5H-pyrrolo[3,2-d]pyrimidin-5-yl)-1H-imidazo[4,5-b]pyridine